2-(6-(4-((2-amino-7-azaspiro[3.5]nonan-7-yl)methyl)piperidin-1-yl)pyridin-2-yl)-2,7-diazaspiro[4.5]decane-6,8-dione NC1CC2(C1)CCN(CC2)CC2CCN(CC2)C2=CC=CC(=N2)N2CC1(CC2)C(NC(CC1)=O)=O